(R)-2-fluoro-4-((5-fluoro-4-methylpyrimidin-2-yl)amino)-N-(8-methylisoquinolin-1-yl)-N-(piperidin-3-yl)benzamide FC1=C(C(=O)N([C@H]2CNCCC2)C2=NC=CC3=CC=CC(=C23)C)C=CC(=C1)NC1=NC=C(C(=N1)C)F